C[C@@H]1N(C[C@@H](C1)OC1=CC=C2C(=N1)N(C=C2)C)CC2=CN=C(S2)NC(C)=O N-(5-(((2S,4R)-2-methyl-4-((1-methyl-1H-pyrrolo[2,3-b]pyridin-6-yl)oxy)pyrrolidin-1-yl)methyl)thiazol-2-yl)acetamide